3-(difluoromethoxy)-5-((6-oxo-4-(trifluoromethyl)-1,6-dihydropyrimidin-5-yl)oxy)benzonitrile FC(OC=1C=C(C#N)C=C(C1)OC1=C(N=CNC1=O)C(F)(F)F)F